C1CC12C(CCCC2)=O spiro[2.5]octan-4-one